CO[C@@H]1[C@H]([C@H]2OC(OC[C@H]2O[C@H]1CC#C)(C)C)N1N=NC(=C1)C1=CC(=C(C(=C1)F)F)F 1-((4aR,6S,7R,8R,8aR)-7-methoxy-2,2-dimethyl-6-(prop-2-yn-1-yl)hexahydropyrano[3,2-d][1,3]dioxin-8-yl)-4-(3,4,5-trifluorophenyl)-1H-1,2,3-triazole